Cl.CC1NC(CC(C1)OC=1SC2=C(N1)C(=CC(=C2)C=2C=C(C=1N(N2)C=C(N1)C)C)F)C 6-{2-[(2,6-dimethylpiperidin-4-yl)oxy]-4-fluoro-1,3-benzothiazol-6-yl}-2,8-dimethylimidazo[1,2-b]pyridazine hydrochloride